NC1=NC=2C=CC(=CC2C2=C1COC2)C(=O)N(C2CC2)CC2=NC=C(C=C2)Br 4-amino-N-((5-bromo-2-pyridinyl)methyl)-N-cyclopropyl-1,3-dihydrofuro[3,4-c]quinoline-8-carboxamide